FC=1C=C(C2=C(C(=C(O2)C(C(F)(F)F)NC(=O)NC=2C=NC(=NC2)N2CC(C2)C(=O)OC)C)C1)F methyl 1-[5-({[1-(5,7-difluoro-3-methyl-1-benzofuran-2-yl)-2,2,2-trifluoroethyl]carbamoyl}amino)pyrimidin-2-yl]azetidine-3-carboxylate